[6-(3-cyclopropyl-1,2,4-triazol-1-yl)-2-azaspiro[3.3]heptan-2-yl]-(1,2,4-triazol-1-yl)methanone C1(CC1)C1=NN(C=N1)C1CC2(CN(C2)C(=O)N2N=CN=C2)C1